Tert-butyl (R)-3-((S)-1-(tert-butoxy)-3-(3-formylphenyl)-1-oxopropan-2-yl)pyrrolidine-1-carboxylate C(C)(C)(C)OC([C@@H](CC1=CC(=CC=C1)C=O)[C@@H]1CN(CC1)C(=O)OC(C)(C)C)=O